CP(=O)(C)C1=C(OC2=NC(=NC=C2C(F)(F)F)NC2CNCCC2)C=CC=C1 4-[2-(dimethylphosphoryl)phenoxy]-N-(piperidin-3-yl)-5-(trifluoromethyl)pyrimidin-2-amine